4-(N,N-dimethylamino)benzeneboronic acid CN(C)C1=CC=C(C=C1)B(O)O